N-CYCLOPROPYL-2-[(6-FORMYL-2H-1,3-BENZODIOXOL-5-YL)OXY]ACETAMIDE C1(CC1)NC(COC1=CC2=C(OCO2)C=C1C=O)=O